FC(CCOC=1C(=C(C=CC1F)C1=C(C(=NC=C1)N)F)F)(C(C)(O[Si](CC)(CC)CC)C1=CC=CC=C1)F 4-(3-((3,3-difluoro-4-phenyl-4-((triethylsilyl)oxy)pentyl)oxy)-2,4-difluorophenyl)-3-fluoropyridin-2-amine